isoquinolin-5-amine C1=NC=CC=2C(=CC=CC12)N